tert-butyl 4-((6-((5-(difluoromethoxy)-1H-pyrazol-3-yl)amino)pyrazin-2-yl)oxy)-4-(trifluoromethyl)azepane-1-carboxylate FC(OC1=CC(=NN1)NC1=CN=CC(=N1)OC1(CCN(CCC1)C(=O)OC(C)(C)C)C(F)(F)F)F